4-[5-(2-aminoethyl)pyrimidin-2-yl]-3-[5-[2,2-difluoroethyl(ethyl)amino]-2-methylpyrazol-3-yl]oxybenzonitrile NCCC=1C=NC(=NC1)C1=C(C=C(C#N)C=C1)OC=1N(N=C(C1)N(CC)CC(F)F)C